ethyl 2-(piperidin-4-yl)acetate, hydrochloride Cl.N1CCC(CC1)CC(=O)OCC